O.Cl.Cl.Cl trihydrochloride-hydrate